FC(C1=C(C=CC(=N1)C(=O)NC)N1CCN(CC1)C1C=C(CC1)C=1NC(C(=CN1)C)=O)F 6-(difluoromethyl)-N-methyl-5-(4-(3-(5-methyl-6-oxo-1,6-dihydropyrimidin-2-yl)cyclopent-2-en-1-yl)piperazin-1-yl)picolinamide